FC(S(=O)(=O)OC1=CC=C(C=C1)CC1=NOC=C1)(F)F [4-(isoxazol-3-ylmethyl)phenyl] trifluoromethanesulfonate